OC=1C=C(C=CC1)C=1C=NN2C1N=C(C=C2)NC=2C=CC(=C(C2)NS(=O)(=O)C)C N-[5-[[3-(3-hydroxyphenyl)pyrazolo[1,5-a]pyrimidin-5-yl]amino]-2-methyl-phenyl]methane-sulfonamide